C1(=CC=CC=C1)[C@H]1[C@@H](C1)N[C@@H]1C[C@@H](C1)N (cis)-N1-((1R,2S)-2-phenylcyclopropyl)cyclobutane-1,3-diamine